N[C@@H]1CC[C@H](CC1)NC(=O)C12CC3(CC(CC(C1)C3)(C2)CSC2=CC=CC=C2)C2=CC=CC=C2 rac-trans-N-(4-aminocyclohexyl)-3-phenyl-5-((phenylthio)methyl)adamantane-1-carboxamide